4-[4-[(1R)-1-hydroxy-2-(methylamino)ethyl]pyrazol-1-yl]-3-(2-methyl-6-phenylpyrimidin-4-yl)oxybenzonitrile O[C@@H](CNC)C=1C=NN(C1)C1=C(C=C(C#N)C=C1)OC1=NC(=NC(=C1)C1=CC=CC=C1)C